(S)-2-(tert-butoxy)-2-(7-(4-chlorophenyl)-5-methyl-2-(1-methyl-3-(1-(1-(methylsulfonyl)azetidin-3-yl)piperidin-4-yl)-1H-indazol-5-yl)benzo[d]thiazol-6-yl)acetic acid C(C)(C)(C)O[C@H](C(=O)O)C1=C(C2=C(N=C(S2)C=2C=C3C(=NN(C3=CC2)C)C2CCN(CC2)C2CN(C2)S(=O)(=O)C)C=C1C)C1=CC=C(C=C1)Cl